ICCCC(CC(CC(CC(CC(CC(CCCC(OCC1=CC=CC=C1)OC(CCCC(CC(CC(CC(CC(CC(CCCI)C)C)C)C)C)C)OCC1=CC=CC=C1)C)C)C)C)C)C 17-iodo-4,6,8,10,12,14-hexamethylheptadecylbenzyloxymethyl ether